Gold-Selenid [Au]=[Se]